1-Benzylcyclobutyl ((S)-1-(((S)-4-amino-3,4-dioxo-1-((S)-2-oxopyrrolidin-3-yl)butan-2-yl)amino)-4-methyl-1-oxopentan-2-yl)carbamate NC(C([C@H](C[C@H]1C(NCC1)=O)NC([C@H](CC(C)C)NC(OC1(CCC1)CC1=CC=CC=C1)=O)=O)=O)=O